tert-Butyl 4-(2-oxo-3H-1,3-benzoxazol-5-yl)piperidine-1-carboxylate O=C1OC2=C(N1)C=C(C=C2)C2CCN(CC2)C(=O)OC(C)(C)C